ClC1=C(C(=CC=2C3=C(C=NC12)CN([C@H]3C)C(=O)OC(C)(C)C)OC)Cl tert-butyl (S)-6,7-dichloro-8-methoxy-1-methyl-1,3-dihydro-2H-pyrrolo[3,4-c]quinoline-2-carboxylate